(1R,2S)-2-amino-3-methyl-1-phenylbutan-1-ol hydrochloride salt Cl.N[C@H]([C@H](O)C1=CC=CC=C1)C(C)C